4-(aminomethyl)-6-(3-(4-chloro-1-oxoisoindol-2-yl)-1-(difluoromethyl)-1H-pyrazol-4-yl)phthalazin-1(2H)-one NCC1=NNC(C2=CC=C(C=C12)C=1C(=NN(C1)C(F)F)N1C(C2=CC=CC(=C2C1)Cl)=O)=O